N-((5-(tert-butyl)-2-methoxyphenyl)sulfonyl)-5-(oxazol-2-yl)-2-naphthamide C(C)(C)(C)C=1C=CC(=C(C1)S(=O)(=O)NC(=O)C1=CC2=CC=CC(=C2C=C1)C=1OC=CN1)OC